C(C)(=O)C=1C=C(C=C2C(N(C(NC12)=S)C)=O)C 8-acetyl-3,6-dimethyl-2-thioxo-2,3-dihydroquinazolin-4(1H)-one